4-((5-(3-cyano-4-fluorophenyl)-1-(4-(trifluoromethyl)benzyl)-1H-indole-7-carboxamido)methyl)benzoic acid C(#N)C=1C=C(C=CC1F)C=1C=C2C=CN(C2=C(C1)C(=O)NCC1=CC=C(C(=O)O)C=C1)CC1=CC=C(C=C1)C(F)(F)F